Tert-butyl (S)-4-(7-chloro-6-fluoro-1-(M)-(2-isopropyl-4-methylpyridin-3-yl)-2-oxo-1,2-dihydropyrido[2,3-d]pyrimidin-4-yl)-3-methylpiperazine-1-carboxylate ClC=1C(=CC2=C(N(C(N=C2N2[C@H](CN(CC2)C(=O)OC(C)(C)C)C)=O)C=2C(=NC=CC2C)C(C)C)N1)F